N-(2-fluoro-6-methyl-phenyl)-4-methyl-2-methylsulfanyl-pyrimidine-5-carboxamide FC1=C(C(=CC=C1)C)NC(=O)C=1C(=NC(=NC1)SC)C